3-chloro-5-fluoro-aniline ClC=1C=C(N)C=C(C1)F